C(=O)O.C1(CC1)COC1=CC(=C2C(NC(=NC2=C1)CSC1CCN(CC1)CC1CCN(CC1)C1=C(C=C(C=C1)NC1C(NC(CC1)=O)=O)F)=O)F 3-((4-(4-((4-(((7-(cyclopropylmethoxy)-5-fluoro-4-oxo-3,4-dihydroquinazolin-2-yl)methyl)thio)piperidin-1-yl)methyl)piperidin-1-yl)-3-fluorophenyl)amino)piperidine-2,6-dione formate